NC(CC=1C=CC2=C(C=CO2)C1)C 5-(2-Aminopropyl)benzofuran